(3R)-3-{[(4-cyanopyridin-3-yl)oxy]methyl}morpholine-4-carboxylic acid tert-butyl ester C(C)(C)(C)OC(=O)N1[C@H](COCC1)COC=1C=NC=CC1C#N